B(O)(O)O.C1=CC=CC=C1 benzol borate